NCC[C@H](C(=O)O)NC(=O)OC(C)(C)C (2R)-4-amino-2-(tert-butoxycarbonylamino)butanoic acid